Methyl-L-arginine acetate salt C(C)(=O)O.CN[C@@H](CCCNC(N)=N)C(=O)O